methyl 2-(4-(1-(tert-butoxycarbonyl)pyrrolidin-2-yl)-2-fluorophenyl)-6-chlorobenzo[d]imidazo[2,1-b]thiazole-7-carboxylate C(C)(C)(C)OC(=O)N1C(CCC1)C1=CC(=C(C=C1)C=1N=C2SC3=C(N2C1)C=C(C(=C3)C(=O)OC)Cl)F